C(C1=CC=CC=C1)(=O)C1=C(C=CC=C1C(=O)[O-])C(=O)[O-] 2-benzoylbenzene-1,3-dicarboxylate